C(C)(C)N(C)CCC1=CNC=2C=C(C=C(C12)O)CC=C(C)C 3-(2-[(isopropyl)-N-methylamino]ethyl)-6-(3-methyl-2-butenyl)-1H-indol-4-ol